5-(2-(3-methoxy-5-methylphenylamino)-5-methylpyrimidin-4-ylamino)benzo[d]oxazol-2(3H)-one COC=1C=C(C=C(C1)C)NC1=NC=C(C(=N1)NC=1C=CC2=C(NC(O2)=O)C1)C